COC=1C=C(CNS(=O)(=O)C2CC2)C=CC1CN1C(N(CCC1)C1=CC(=C(C=C1)OC)OCCCCC)=O N-(3-methoxy-4-((3-(4-methoxy-3-(pentyloxy)phenyl)-2-oxotetrahydropyrimidin-1(2H)-yl)methyl)benzyl)cyclopropanesulfonamide